(S)-2-amino-5-oxo-5-(piperidin-1-yl)pentanoic acid N[C@H](C(=O)O)CCC(N1CCCCC1)=O